Methyl-1,3-dimethyl-2-oxoindoline-3-carboxylate COC(=O)C1(C(N(C2=CC=CC=C12)C)=O)C